1'-methyl-6-(5-(1-methyl-1H-pyrazol-4-yl)-1H-pyrrolo[2,3-b]pyridin-3-yl)spiro[indene-1,4'-piperidin]-3(2H)-one CN1CCC2(CC1)CC(C1=CC=C(C=C12)C1=CNC2=NC=C(C=C21)C=2C=NN(C2)C)=O